C(=O)O.CN1N=NC2=C1C=CC(=C2C)C(CC(=O)O)C2=CC(=C(C=C2)C)CN2C[C@H](OC1=C(C2)C=CC(=C1)F)CC 3-(1,4-dimethyl-1H-benzo[d][1,2,3]triazol-5-yl)-3-(3-(((R)-2-ethyl-8-fluoro-2,3-dihydrobenzo[f][1,4]oxazepin-4(5H)-yl)methyl)-4-methylphenyl)propanoic acid, formic acid salt